C(#N)N1C(CCC1)C(=O)N(C=1SC=C(N1)C1=CC(=CC=C1)N(S(=O)(=O)C)C)C 1-cyano-N-methyl-N-(4-(3-(N-methylmethylsulfonamido)phenyl)thiazol-2-yl)pyrrolidine-2-carboxamide